C1(CC1)CCN(C(=O)OCC1=C(SC(=C1)F)C1=CC=C(C(=N1)C)O[C@@H]1C[C@H](CCC1)C(=O)OC)C methyl (1S,3S)-3-((6-(3-((((2-cyclopropylethyl)(methyl)carbamoyl)oxy)methyl)-5-fluorothiophen-2-yl)-2-methylpyridin-3-yl)oxy)cyclohexane-1-carboxylate